tetrahydrofuran-3-yl isopropylcarbamate C(C)(C)NC(OC1COCC1)=O